bis[4-(4-aminophenoxy)phenyl]methanone ethyl-5-((1,3-dioxoisoindolin-2-yl)methyl)-1-(2-(3-fluoro-5-(trifluoromethyl)benzyl)pyridin-4-yl)-1H-pyrazole-4-carboxylate C(C)OC(=O)C=1C=NN(C1CN1C(C2=CC=CC=C2C1=O)=O)C1=CC(=NC=C1)CC1=CC(=CC(=C1)C(F)(F)F)F.NC1=CC=C(OC2=CC=C(C=C2)C(=O)C2=CC=C(C=C2)OC2=CC=C(C=C2)N)C=C1